{1-[trans-4-(4-{trans-4-[4-Methyl-5-({[4-(trifluoromethyl)pyridin-2-yl]oxy}methyl)-4H-1,2,4-triazol-3-yl]cyclohexyl}-1H-pyrazol-1-yl)cyclohexyl]azetidine-3,3-diyl}dimethanol CN1C(=NN=C1COC1=NC=CC(=C1)C(F)(F)F)[C@@H]1CC[C@H](CC1)C=1C=NN(C1)[C@@H]1CC[C@H](CC1)N1CC(C1)(CO)CO